C(C)O[Si](OCC)(OCC)CCCNCCC[Si](OCC)(OCC)OCC BIS(TRIETHOXYSILYLPROPYL)AMIN